N[C@@H]1[C@H](CC=C(C1)C(=O)N)C1=C(C2=NC(=CC(=C2S1)NCC=1SC=CC1)Cl)C (4s,5s)-5-amino-4-(5-chloro-3-methyl-7-((thiophen-2-ylmethyl)amino)thieno[3,2-b]pyridin-2-yl)cyclohex-1-ene-1-carboxamide